NC1=NC=2C=CC=NC2C2=C1N=C(N2CCCCNC(=O)NCCCC)CCCC N-[4-(4-amino-2-butyl-1H-imidazo[4,5-c][1,5]naphthyridin-1-yl)butyl]-N'-butylurea